2-(methylamino)benzoic acid CNC1=C(C(=O)O)C=CC=C1